ClC=1C=C(C=CC1)NC1=NC=NC2=C1N=CN=C2NN=CC=2C=C(C(=C(C2)O)O)O 5-((2-(8-((3-chlorophenyl)amino)pyrimido[5,4-d]pyrimidin-4-yl)hydrazineylidene)methyl)benzene-1,2,3-triol